COC1=C(C=C2C(=NC=NC2=C1)NN=CC1=C(C=CC=C1)[N+](=O)[O-])OCCCN1CCOCC1 4-(3-((7-methoxy-4-(2-(2-nitrobenzylidene)hydrazino)quinazolin-6-yl)oxy)propyl)morpholine